ClC1=C(C(=NC(=N1)SC)N(C)C(C)C=1C(=NC=CC1)NCC1=CC=C(C=C1)OC)F 6-chloro-5-fluoro-N-[1-[2-[(4-methoxyphenyl)methylamino]-3-pyridyl]ethyl]-N-methyl-2-methylsulfanyl-pyrimidin-4-amine